C(C1=CC=CC=C1)S(=O)(=O)NNC(=O)N toluene-sulfonyl-semicarbazide